N-((4-bromo-2,6-diisopropylphenyl)carbamoyl)-4-hydroxy-4,5,6,7-tetrahydrobenzofuran-2-sulfonamide BrC1=CC(=C(C(=C1)C(C)C)NC(=O)NS(=O)(=O)C=1OC2=C(C1)C(CCC2)O)C(C)C